O=C1NC(CCC1N1C(C2=CC=CC(=C2C1=O)NCCCCCCNC(OC(C)(C)C)=O)=O)=O tert-butyl (6-((2-(2,6-dioxopiperidin-3-yl)-1,3-dioxoisoindolin-4-yl)amino) hexyl)carbamate